methoxycarbonyl-alanine COC(=O)N[C@@H](C)C(=O)O